ClC=1C=C(C=CC1OC(C)C)C1=NC(=NO1)N1C=C(C2=CC(=CC=C12)CNC(C(=O)O)C)F.BrC1=C(C=CC(=C1)OC(C)C)OCC(OCC)OCC 2-bromo-1-(2,2-diethoxyethoxy)-4-isopropoxybenzene (((1-(5-(3-chloro-4-isopropoxyphenyl)-1,2,4-oxadiazol-3-yl)-3-fluoro-1H-indol-5-yl)methyl)amino)propionate